rac-(6S)-6-tert-butyl-N-[rac-(1R)-3-[4-(difluoromethyl)piperidin-1-ium-1-yl]-1-[4-(6-oxo-1H-pyridin-3-yl)phenyl]propyl]-5,6,7,8-tetrahydrothieno[2,3-b]quinoline-2-carboxamide C(C)(C)(C)[C@@H]1CC=2C=C3C(=NC2CC1)SC(=C3)C(=O)N[C@H](CC[NH+]3CCC(CC3)C(F)F)C3=CC=C(C=C3)C3=CNC(C=C3)=O |r|